(2-(Benzyloxy)-4-(difluoromethyl)-6-hydroxyphenyl)(2,3-dihydro-1H-pyrrolo[3,2-b]pyridin-1-yl)methanone C(C1=CC=CC=C1)OC1=C(C(=CC(=C1)C(F)F)O)C(=O)N1CCC2=NC=CC=C21